1-benzyl-3-((4-(4-hydroxyphenyl)-1-methyl-1H-1,2,3-triazol-5-yl)methyl)imidazolidin-2-one C(C1=CC=CC=C1)N1C(N(CC1)CC1=C(N=NN1C)C1=CC=C(C=C1)O)=O